ClC1=CC(=C(C=C1F)C=1NC(C=2N(C1)N=C(C2C2CC2)C(=O)OCC)=O)F Ethyl 6-(4-chloro-2,5-difluorophenyl)-3-cyclopropyl-4-oxo-4,5-dihydropyrazolo[1,5-a]pyrazine-2-carboxylate